FC(C=1C=C(C=C(C1)C(F)(F)F)B(O)O)(F)F (3,5-bis(trifluoromethyl)phenyl)boronic acid